[Si](C)(C)(C(C)(C)C)OCC=1C(=C(C(=O)OC)C=CN1)Cl methyl 2-(((tert-butyldimethylsilyl)oxy)methyl)-3-chloroisonicotinate